FC1=CC=C(C=C1)N1CC2(CC1)CCN(CC2)C2=C(C(N(C1=CC=CC=C21)C)=O)C#N 4-[2-(4-Fluorophenyl)-2,8-diazaspiro[4.5]dec-8-yl]-1-methyl-2-oxo-1,2-dihydroquinoline-3-carbonitrile